3-[(2S,4R)-2,4-dimethyl-1,3-dioxane-2-carbonyloxy]-5-[(1E)-2-{4-[(2S,4R)-2,4-dimethyl-1,3-dioxane-2-carbonyloxy]phenyl}ethenyl]phenyl (2S,4R)-2,4-dimethyl-1,3-dioxane-2-carboxylate C[C@@]1(OCC[C@H](O1)C)C(=O)OC1=CC(=CC(=C1)\C=C\C1=CC=C(C=C1)OC(=O)[C@]1(OCC[C@H](O1)C)C)OC(=O)[C@]1(OCC[C@H](O1)C)C